methyl-octanone CCC(CCCCCC)=O